FC1=CC=C(C=C1)C1=NC=2C(=NC(=CC2)N2CCNCC2)N1C1=CC(=NC=C1)NC(C1=CC=CC=C1)=O N-{4-[2-(4-fluorophenyl)-5-(piperazin-1-yl)-3H-imidazo[4,5-b]pyridin-3-yl]pyridin-2-yl}benzamide